ISOBUTYLCHINOLIN CC(C)CC1=NC2=CC=CC=C2C=C1